CN1C[C@@H]([C@@H](CC1)N1N=C2C=C(C=CC2=C1)C=1CC[C@@H](CN1)C)C |r| 2-[rac-(3S,4R)-1,3-dimethyl-4-piperidyl]-6-[rac-(3S)-3-methyl-2,3,4,5-tetrahydropyridin-6-yl]indazole